2-bromo-4-(2,2,2-trifluoroethoxy)pyridine BrC1=NC=CC(=C1)OCC(F)(F)F